C(C)N1C2=C(C(C(C1=O)NC(C1=CC(=CC=C1)C(F)(F)F)=O)C1=CC=C(C=C1)F)C(=NN2C2=CC=CC=C2)C(=O)N=[N+]=[N-] 7-ethyl-4-(4-fluorophenyl)-6-oxo-1-phenyl-5-[[3-(trifluoromethyl)benzoyl]amino]-4,5-dihydropyrazolo[3,4-b]pyridine-3-carbonyl azide